C(CCC)C(C(=O)OCC(CCCC)=O)CCCCCC 2-oxohexyl 2-butyloctanoate